N1=CC(=CC=C1)C(\C=C\C1=CNC2=CC=C(C=C12)N1CCSCC1)=O (E)-1-(pyridin-3-yl)-3-(5-thiomorpholinyl-1H-indol-3-yl)prop-2-en-1-one